BrC1=CC(=CC=2C=COC21)COC2=C(C=CC(=C2)CNS(=O)(=O)C)CC(=O)OCC ethyl 2-(2-((7-bromobenzofuran-5-yl)methoxy)-4-(methylsulfonamidomethyl)phenyl)acetate